N1C(=CC2=CC=CC=C12)C(=O)ON1C(CCC1=O)=O 2,5-dioxopyrrolidin-1-yl 1H-indole-2-carboxylate